Cl\C(\C(=O)OCC)=C/C=1C=C(C=CC1Cl)C1=C(C(=C(C(=C1F)F)F)F)F ethyl (Z)-2-chloro-3-(4-chloro-2',3',4',5',6'-pentafluoro-[1,1'-biphenyl]-3-yl)acrylate